C(C)C=1C=C(C=O)C=CC1O 3-ETHYL-4-HYDROXYBENZALDEHYDE